C(C1=CC=CC=C1)C=1NC(=NN1)C(=O)NC1C(N2C3=C(C=NN3CC1)OCC2)=O 5-benzyl-N-(6-oxo-4,5,6,7,8,9-hexahydro-3-oxa-1,5a,9a-triazabenzo[cd]azulen-7-yl)-4H-1,2,4-triazole-3-carboxamide